2-(1-(1-methylpiperidin-4-yl)-3-(m-tolyl)-1H-1,2,4-triazol-5-yl)morpholine CN1CCC(CC1)N1N=C(N=C1C1CNCCO1)C=1C=C(C=CC1)C